N-(3-(5-((1H-pyrazol-4-yl)oxy)-2-(difluoromethoxy)phenyl)-1-methyl-1H-pyrazol-4-yl)pyrazolo[1,5-a]pyrimidine-3-carboxamide N1N=CC(=C1)OC=1C=CC(=C(C1)C1=NN(C=C1NC(=O)C=1C=NN2C1N=CC=C2)C)OC(F)F